isopropyl (S)-2-(2-cyclopropoxyacetamido)-6-diazo-5-oxohexanoate C1(CC1)OCC(=O)N[C@H](C(=O)OC(C)C)CCC(C=[N+]=[N-])=O